O1COC2=C1C=CC(=C2)C=2C=C(C=CC2OC2=CC=C(C=C2)C(F)(F)F)S(=O)(=O)NC 3-(2H-1,3-benzodioxol-5-yl)-N-methyl-4-[4-(trifluoromethyl)phenoxy]benzene-1-sulfonamide